4-(4-(methylsulfonyl)phenyl)-3-(trifluoromethyl)-1H-pyrazolo[4,3-c]pyridine CS(=O)(=O)C1=CC=C(C=C1)C1=NC=CC2=C1C(=NN2)C(F)(F)F